CN1C(=NC2=C1C=CC=C2)C(C)O 1-(1-methyl-1H-benzo[d]imidazol-2-yl)ethan-1-ol